The molecule is a 2-acetyl-1-alkyl-sn-glycero-3-phosphocholine in which the alkyl group is specified as (9Z)-hexadecenyl. It has a role as a mouse metabolite. CCCCCC/C=C\\CCCCCCCCOC[C@H](COP(=O)([O-])OCC[N+](C)(C)C)OC(=O)C